2-Hydroxy-N-(1-phenyl-1H-benzo[d]imidazol-5-yl)pyrazolo[1,5-a]pyridine-3-carboxamide OC1=NN2C(C=CC=C2)=C1C(=O)NC1=CC2=C(N(C=N2)C2=CC=CC=C2)C=C1